(R)-3-((S)-1-(tert-butoxy)-3-(3-(2-ethoxy-2-oxoethoxy)phenyl)-1-oxopropane-2-yl)pyrrolidine-1-carboxylic acid tert-butyl ester C(C)(C)(C)OC(=O)N1C[C@H](CC1)[C@@H](C(=O)OC(C)(C)C)CC1=CC(=CC=C1)OCC(=O)OCC